N-(3,3-difluorocyclobutyl)-4-(4,5-dioxaborolan-2-yl)benzamide FC1(CC(C1)NC(C1=CC=C(C=C1)C1BOOC1)=O)F